(R)-6-((1-methylcyclopropyl)methyl)-4-(3-methylmorpholino)-2-(1H-pyrazol-3-yl)-2,6,8,9-tetrahydro-7H-1,2,3,6-tetraazabenzo[cd]azulene-7-one CC1(CC1)CN1C=2C3=C(N(N=C3CCC1=O)C1=NNC=C1)N=C(C2)N2[C@@H](COCC2)C